ClC1=CC(=C(N=N1)C(=O)O[Zn])NC1=C(C(=CC=C1)C1=NN(C=N1)CC(F)F)OC ((6-Chloro-4-((3-(1-(2,2-difluoroethyl)-1H-1,2,4-triazol-3-yl)-2-methoxyphenyl)amino)pyridazine-3-carbonyl)oxy)zinc